1-((2S,6R)-4-((S)-6-chloro-7-(1,6-dimethyl-1H-indazol-7-yl)-2-(3-(dimethylamino)azetidin-1-yl)-8-fluoroquinazolin-4-yl)-2,6-dimethylpiperazin-1-yl)propan-2-en-1-one ClC=1C=C2C(=NC(=NC2=C(C1C=1C(=CC=C2C=NN(C12)C)C)F)N1CC(C1)N(C)C)N1C[C@@H](N([C@@H](C1)C)C(C=C)=O)C